(R)-dimethyl((2-(6-methyl-1H-pyrrolo[2,3-b]pyridin-4-yl)-6-(3-methyl-morpholino)pyrimidin-4-yl)imino)-λ6-sulfanone CS(=O)(=NC1=NC(=NC(=C1)N1[C@@H](COCC1)C)C1=C2C(=NC(=C1)C)NC=C2)C